3-Ethoxy-5-{6-[2-(1-methyl-naphthalen-2-yl)-ethylamino]-pyrimidin-4-yl}-thiophen C(C)OC1=CSC(=C1)C1=NC=NC(=C1)NCCC1=C(C2=CC=CC=C2C=C1)C